(S)-1-(3-(4-((2,3-dihydrobenzo[b][1,4]dioxin-2-yl)methyl)piperazin-1-yl)-1,5-dimethyl-1H-pyrazol-4-yl)-3,4,4-trimethylimidazolidin-2-one O1C2=C(OC[C@@H]1CN1CCN(CC1)C1=NN(C(=C1N1C(N(C(C1)(C)C)C)=O)C)C)C=CC=C2